C(C1=CC=CC=C1)N1N=C(N=C1C)Cl 1-benzyl-3-chloro-5-methyl-1H-1,2,4-triazole